NC1=NC=NN2C1=C(N=C2C(C)C)C2=CC=C(CNC(=O)C1=CC=CC=3OC(OC31)(F)F)C=C2 N-(4-(4-amino-7-isopropylimidazo[5,1-f][1,2,4]triazin-5-yl)benzyl)-2,2-difluorobenzo[d][1,3]dioxole-4-carboxamide